S1C(=CC=C1)C=1OC=NN1 2-(Thien-2-yl)-1,3,4-oxadiazole